C(C)N1CC(C(CC1)NC(=O)C1=CC(=CC=2N(C=NC21)CC(F)(F)F)C#CCNC=2C(OC)=CC=C(C2)S(=O)(=O)C)C N-(1-ethyl-3-methyl-4-piperidyl)-6-[3-(4-mesyl-2-anisidino)-1-propynyl]-1-(2,2,2-trifluoroethyl)-1H-1,3-benzimidazole-4-carboxamide